(S)-5-phenyl-2-((1R,3S)-3-(pyrazin-2-yl)cyclobutyl)-2,5,6,7-tetrahydro-3H-pyrrolo[2,1-c][1,2,4]triazol-3-one C1(=CC=CC=C1)[C@@H]1CCC2=NN(C(N21)=O)C2CC(C2)C2=NC=CN=C2